(3R)-3-(4-Chlorophenyl)-2-[(5-chloropyridin-2-yl)methyl]-6-[1-(1,4-diazepan-1-yl)-2-hydroxypropan-2-yl]-3-methoxy-2,3-dihydro-1H-isoindol-1-on ClC1=CC=C(C=C1)[C@@]1(N(C(C2=CC(=CC=C12)C(CN1CCNCCC1)(C)O)=O)CC1=NC=C(C=C1)Cl)OC